[C@H]12CC(C[C@H](CC1)N2)OC2=CC=C(N=N2)C2=C(C=C(C=C2)N2C=NC=C2)O 2-(6-(((1R,3s,5S)-8-azabicyclo[3.2.1]octan-3-yl)oxy)pyridazin-3-yl)-5-(1H-imidazol-1-yl)phenol